N*2*-Benzyl-5-(2-isopropyl-4,5-dimethoxy-phenoxy)-pyrimidine-2,4-diamine C(C1=CC=CC=C1)NC1=NC=C(C(=N1)N)OC1=C(C=C(C(=C1)OC)OC)C(C)C